1-(4-chlorobutyl)-3-phenyl-1,2-dihydropyridin-2-one ClCCCCN1C(C(=CC=C1)C1=CC=CC=C1)=O